5-amino-7,8-dimethoxyquinoline-2,4-dicarboxylic acid NC1=C2C(=CC(=NC2=C(C(=C1)OC)OC)C(=O)O)C(=O)O